Methyl (R)-2-(4-(6-((4-chloro-2-fluorobenzyl) oxy) pyridin-2-yl) benzyl)-1-((tetrahydrofuran-2-yl) methyl)-1H-benzo[d]imidazole-6-carboxylate ClC1=CC(=C(COC2=CC=CC(=N2)C2=CC=C(CC3=NC4=C(N3C[C@@H]3OCCC3)C=C(C=C4)C(=O)OC)C=C2)C=C1)F